7-methoxy-2-benzoyl-1-tetralone COC1=CC=C2CCC(C(C2=C1)=O)C(C1=CC=CC=C1)=O